3-(4-(((1r,4r)-4-(aminomethyl)-4-hydroxycyclohexyl)(2-cyclopropylethyl)amino)-1-oxoisoindolin-2-yl)piperidine-2,6-dione NCC1(CCC(CC1)N(C1=C2CN(C(C2=CC=C1)=O)C1C(NC(CC1)=O)=O)CCC1CC1)O